C(C1C(C(=O)[O-])CCC=C1)(=O)OCCCOC(C=C)=O acryloxypropyl tetrahydrophthalate